1-octyl-3-methyl-imidazole chloride salt [Cl-].C(CCCCCCC)N1CN(C=C1)C